C(#N)C=1C=CC(=NC1)OC1CCC2(C(NC3=CC=C(C=C23)C(=O)NCC)=O)CC1 Cis-4-[(5-cyano-2-pyridyl)oxy]-N-ethyl-2'-oxo-spiro[cyclohexane-1,3'-indoline]-5'-carboxamide